2-(4-(dibenzo[B,d]furan-4-yl)phenyl)-7-iodo-9-phenyl-9H-carbazole C1=CC=C(C=2OC3=C(C21)C=CC=C3)C3=CC=C(C=C3)C3=CC=2N(C1=CC(=CC=C1C2C=C3)I)C3=CC=CC=C3